tri(2,4,6-trimethoxyphenyl)phosphine COC1=C(C(=CC(=C1)OC)OC)P(C1=C(C=C(C=C1OC)OC)OC)C1=C(C=C(C=C1OC)OC)OC